2-(2-((2-amino-4-bromo-3-methylphenyl)amino)ethoxy)ethan-1-ol NC1=C(C=CC(=C1C)Br)NCCOCCO